methyl 3-(1-tert-butoxycarbonyl-4-piperidinyl)-7-methyl-1H-indole-2-carboxylate C(C)(C)(C)OC(=O)N1CCC(CC1)C1=C(NC2=C(C=CC=C12)C)C(=O)OC